C(C)(C)(C)OC(=O)N(CC=1C(=CC(=NC1)C(=O)OC)OC)CCNC(CCCNC(OC(C)(C)C)=O)=O methyl 5-(2-(tert-butoxycarbonyl)-13,13-dimethyl-6,11-dioxo-12-oxa-2,5,10-triazatetradecyl)-4-methoxypicolinate